N1N=CC(=C1)C1=CC=C(C=N1)C(=O)N1C2CN(CC1CC2)C2=NC(=CC(=N2)C)NC2=NNC(=C2)C (6-(1H-pyrazol-4-yl)pyridin-3-yl)(3-(4-methyl-6-((5-methyl-1H-pyrazol-3-yl)amino)pyrimidin-2-yl)-3,8-diazabicyclo[3.2.1]octane-8-yl)methanone